(Z)-3-CHLORO-3-(4-FLUOROPHENYL)ACRYLALDEHYDE Cl\C(=C/C=O)\C1=CC=C(C=C1)F